tert-butyl 6-((2,4-dichloropyrimidin-5-yl)methyl)-5-oxo-2,6-diazaspiro[3.4]octane-2-carboxylate ClC1=NC=C(C(=N1)Cl)CN1C(C2(CN(C2)C(=O)OC(C)(C)C)CC1)=O